2-(4-methoxybenzoyl)-3,4-dihydro-1H-isoquinoline COC1=CC=C(C(=O)N2CC3=CC=CC=C3CC2)C=C1